methyl 3-(chlorosulfonyl)-2,6-difluorobenzoate ClS(=O)(=O)C=1C(=C(C(=O)OC)C(=CC1)F)F